(S)-N-cyclopropyl-5-((R)-2-(2-(hydroxyamino)-2-oxoethyl)hexanoyl)-5-azaspiro[2.4]heptane-6-carboxamide C1(CC1)NC(=O)[C@H]1N(CC2(CC2)C1)C([C@H](CCCC)CC(=O)NO)=O